3-(4-Propylphenyl)benzo[C]cinnoline C(CC)C1=CC=C(C=C1)C=1C=CC2=C(N=NC=3C=CC=CC23)C1